N-(5-(4-hydroxyphenyl)-8-(methylamino)-2,7-naphthyridin-3-yl)cyclopropanecarboxamide OC1=CC=C(C=C1)C1=C2C=C(N=CC2=C(N=C1)NC)NC(=O)C1CC1